hydroxyoctanal OC(C=O)CCCCCC